ClC=1C(=CC(=C(C1)NC(C1=CC=C(C=C1)F)=O)C)C(C#N)C1=CC=C(C=C1)Cl N-(5-chloro-4-((4-chlorophenyl)(cyano)methyl)-2-methylphenyl)-4-fluorobenzamide